BrC1=NN(C(N1C)=O)CC1CCCCC1 3-bromo-1-(cyclohexylmethyl)-4-methyl-4,5-dihydro-1H-1,2,4-triazol-5-one